CC12CN(CC(CC1)N2C(=O)OC(C)(C)C)C(C2=CC=CC=C2)(C2=CC=CC=C2)C2=CC=CC=C2 tert-butyl 1-methyl-3-triphenylmethyl-3,8-diazabicyclo[3.2.1]octan-8-carboxylate